7-(cyclopropylmethoxy)-5-fluoro-2-((2-morpholinoethyl)amino)quinazolin-4(3H)-one C1(CC1)COC1=CC(=C2C(NC(=NC2=C1)NCCN1CCOCC1)=O)F